Cl.C(C)(=O)ONC(=N)C1=CSC(=C1)[C@@H](C1=CC=CC=C1)N (R)-N-acetoxy-5-(amino(phenyl)methyl)thiophene-3-carboxamidine hydrochloride